[N+](=O)([O-])C1=C(N)C=C(C=C1)C1=CN=CO1 2-nitro-5-(1,3-oxazol-5-yl)aniline